methyl 2-(7-bromo-4-oxoquinazolin-3(4H)-yl)-2-phenylacetate BrC1=CC=C2C(N(C=NC2=C1)C(C(=O)OC)C1=CC=CC=C1)=O